tert-Butyl 4-(6-(3-((tert-butoxycarbonyl)amino)isoquinolin-1-yl)-5-chloro-7-fluorobenzo[c]isothiazol-3-yl)piperazine-1-carboxylate C(C)(C)(C)OC(=O)NC=1N=C(C2=CC=CC=C2C1)C=1C(=CC=2C(=NSC2N2CCN(CC2)C(=O)OC(C)(C)C)C1F)Cl